S1N=CN=C1NC=1N=CC2=C(N1)N1C(C(=C2)C=2C=C(C=CC2C)NC(C2=NC=CC(=C2)C(F)(F)F)=O)=NCC1 N-(3-(2-((1,2,4-thiadiazol-5-yl)amino)-8,9-dihydroimidazo[1',2':1,6]pyrido[2,3-d]pyrimidin-6-yl)-4-methylphenyl)-4-(trifluoromethyl)picolinamide